OC(O)(O)NC trihydroxymethylaminomethane